COC1=CC=C(C(=O)OCOC(N(CC=2SC(=NN2)C)C2=NC(=NC(=C2)OC[C@@H]2[C@H](C2)C2=NC=C(C=C2)C)C)=O)C=C1 ({(2-Methyl-6-{[(1S,2S)-2-(5-methylpyridin-2-yl)cyclopropyl]methoxy} pyrimidin-4-yl)[(5-methyl-1,3,4-thiadiazol-2-yl)methyl]carbamoyl}oxy)methyl 4-methoxybenzoate